OCCN1C(=NCC1)C(C)C 2-[1-(2-hydroxyethyl)-2-imidazolin-2-yl]propane